5-amino-2-({3-[(2R)-2-(4-chlorophenyl)-1-fluoro-2-hydroxyethyl]-1,2,4-oxadiazol-5-yl}methyl)-4-methylpyridazin-3-one NC1=C(C(N(N=C1)CC1=NC(=NO1)C([C@H](O)C1=CC=C(C=C1)Cl)F)=O)C